5-(2,3-cis-dimethylcyclopropyl)-1,2,4-oxadiazole-3-carboxylic acid potassium salt [K+].CC1C(C1C)C1=NC(=NO1)C(=O)[O-]